C(C)(C)(C)OC(=O)N1CCC(CC1)CN Tert-butyl-4-(aminomethyl)piperidine-1-carboxylate